(2S,5R)-2-(N-(3,4-difluorobenzoyl) carbamimidoyl)-7-oxo-1,6-diazabicyclo[3.2.1]octan-6-yl hydrogen sulfate S(=O)(=O)(ON1[C@@H]2CC[C@H](N(C1=O)C2)C(NC(C2=CC(=C(C=C2)F)F)=O)=N)O